[Cl-].C1N(CC2=CC=CC=C12)C=1C=C2OC3=CC(C=CC3=C(C2=CC1)C1=C(C=CC=C1)S(=O)(=O)N1CCC(CC1)C(=O)ON1C(CCC1=O)=O)=[N+]1CC2=CC=CC=C2C1 2-[6-(1,3-dihydro-2H-isoindol-2-yl)-9-[2-[(4-[(2,5-dioxopyrrolidin-1-yl)oxy]carbonyl-piperidin-1-yl)sulfonyl]phenyl]-3H-xanthen-3-ylidene]-2,3-dihydro-1H-isoindolium chloride